3-({trans-3-[(5S)-5-(3,5-difluorophenyl)-3-oxo-6,7-dihydro-3H-pyrrolo[2,1-c][1,2,4]triazol-2(5H)-yl]cyclobutyl}oxy)pyridine-2-carbonitrile FC=1C=C(C=C(C1)F)[C@@H]1CCC2=NN(C(N21)=O)[C@@H]2C[C@H](C2)OC=2C(=NC=CC2)C#N